(2R,6R)-2-amino-6-hydroxy-6-methyl-2-(4-(trifluoromethyl)phenyl)cyclohexan-1-one hydrochloride Cl.N[C@@]1(C([C@](CCC1)(C)O)=O)C1=CC=C(C=C1)C(F)(F)F